(2S,3S)-3-Phenyl-2-(phenylamino)-1-(pyrrolidin-1-yl)butan-1-one C1(=CC=CC=C1)[C@@H]([C@@H](C(=O)N1CCCC1)NC1=CC=CC=C1)C